N(=[N+]=[N-])C(C)(C)C1=C2C=C(N=CC2=C(N=C1)OC1CC1)NC1=CC=C2C(=N1)[C@H]([C@@H](OC2=O)C)C (7S,8R)-2-((5-(2-azidopropan-2-yl)-8-cyclopropoxy-2,7-naphthyridin-3-yl)amino)-7,8-dimethyl-7,8-dihydro-5H-pyrano[4,3-b]pyridin-5-one